(+/-)-2-(chloro(phenyl)methyl)-6-(methylcarbamoyl)isonicotinic acid tert-butyl ester C(C)(C)(C)OC(C1=CC(=NC(=C1)C(NC)=O)[C@@H](C1=CC=CC=C1)Cl)=O |r|